COC1=C(C2=C(C=C1)C1(CC1)CO2)S(=O)(=O)N 6-methoxy-2H-spiro[benzofuran-3,1'-cyclopropane]-7-sulfonamide